(1s,4s)-N-(3-methoxy-4-methylphenyl)-4-(2-oxo-1,2-dihydroquinazolin-3(4H)-yl)cyclohexanecarboxamide COC=1C=C(C=CC1C)NC(=O)C1CCC(CC1)N1C(NC2=CC=CC=C2C1)=O